NC=1C=C(OCC(C#N)(C)C)C=CC1O 3-(3-amino-4-hydroxyphenoxy)-2,2-dimethylpropionitrile